[Cu].[Te].[Se] selenium-tellurium-copper